CS(=O)(=O)NC1=C2C=CNC2=CC=C1 4-methylsulfonylaminoindole